N1N=NN=C1 tetrazole